3-(2,4-dichlorophenyl)-5-(2-methyl-3-aminophenyl)-1,2,4-oxadiazole ClC1=C(C=CC(=C1)Cl)C1=NOC(=N1)C1=C(C(=CC=C1)N)C